(3-(4-((1-(2-(4-(2-(2,6-dioxopiperidin-3-yl)-1-oxoisoindolin-5-yl)piperidin-1-yl)ethyl)piperidin-4-yl)methoxy)phenoxy)-2-(4-fluorophenyl)benzo[b]thiophen-6-yl)boronic acid O=C1NC(CCC1N1C(C2=CC=C(C=C2C1)C1CCN(CC1)CCN1CCC(CC1)COC1=CC=C(OC=2C3=C(SC2C2=CC=C(C=C2)F)C=C(C=C3)B(O)O)C=C1)=O)=O